C(C1=CC=CC=C1)N1C=NC=2N(C=NC2C1=O)[C@H]1[C@@H]([C@@H]([C@@H](O1)C(OC)P(O)(O)=O)O)O [(2R,3S,4R,5R)-5-(1-benzyl-6-oxo-purin-9-yl)-3,4-dihydroxy-tetrahydrofuran-2-yl]-methoxymethylphosphonic acid